C(CCC)OC(CCC(=O)C=1SC=C(C1)C1=CNC2=C(C=CC=C12)F)=O.C(C=C)(=O)OC=C1C(=O)NC(C1)=O acryloyl-oxymethylenesuccinimide Butyl-4-(4-(7-fluoro-1H-indol-3-yl)thiophen-2-yl)-4-oxobutyrate